C1=CC(=CC=C1CC(=O)O[C@@H]2[C@H]([C@@H]([C@H](O[C@H]2OCCC3=CC(=C(C=C3)O)O)CO)O)O)O The molecule is a beta-D-glucoside with 2-(3,4-dihydroxyphenyl)ethoxy residue at the anomeric position and a [(4-hydroxyphenyl)acetyl]oxy residue at position 2. Isolated from Ternstroemia japonica, it exhibits antioxidant activity. It has a role as a metabolite and an antioxidant. It is a beta-D-glucoside, a member of catechols, a monosaccharide derivative, a phenylethanoid and a carboxylic ester.